N1(C=NC=C1)C=1C=C(CN(CCC2=CC=C(C=C2)N2N=C(N=N2)C2=C(C=C(C(=C2)OC)OC)NC(=O)C=2OC3=CC=CC=C3C(C2)=O)CC=2C=C3C=NN(C3=CC2)C)C=CC1 N-(2-(2-(4-(2-((3-(1H-Imidazol-1-yl)benzyl)((1-methyl-1H-indazol-5-yl)methyl)amino)ethyl)phenyl)-2H-tetrazol-5-yl)-4,5-dimethoxyphenyl)-4-oxo-4H-chromene-2-carboxamide